(1-(4-(dimethylamino)phenylsulfonyl)piperidin-3-yl)(4-(2-methylquinazolin-4-yl)piperazin-1-yl)methanone CN(C1=CC=C(C=C1)S(=O)(=O)N1CC(CCC1)C(=O)N1CCN(CC1)C1=NC(=NC2=CC=CC=C12)C)C